[Al].C(CCCCCCCCCCC)(=O)O lauric acid Aluminium